tert-butyl (2S,3S)-2-(biphenyl-3-ylmethyl)-3-(((methoxymethyl)sulfonyl)amino)pyrrolidine-1-carboxylate C1(=CC(=CC=C1)C[C@@H]1N(CC[C@@H]1NS(=O)(=O)COC)C(=O)OC(C)(C)C)C1=CC=CC=C1